(7R)-2-{2-[1-(cyclopropylmethyl)-1H-pyrrolo[2,3-b]pyridin-2-yl]-7-methoxy-1-{[1-(pyridin-4-yl)-1H-pyrazol-4-yl]methyl}-1H-1,3-benzodiazole-5-carbonyl}-2-azabicyclo[2.2.1]heptan-7-amine C1(CC1)CN1C(=CC=2C1=NC=CC2)C2=NC1=C(N2CC=2C=NN(C2)C2=CC=NC=C2)C(=CC(=C1)C(=O)N1C2CCC(C1)[C@H]2N)OC